C(C1=CC=CC=C1)N1C[C@H]([C@@H](CC1)C)CNC=1C2=C(N=CN1)NC=C2 (3R,4R)-(1-Benzyl-4-methylpiperidin-3-yl)methyl-(7H-pyrrolo[2,3-d]pyrimidin-4-yl)amine